O1C(OCC1)C=1C=CC(=NC1)N1N=C(C=C1C)F 5-(1,3-dioxolane-2-yl)-2-(3-fluoro-5-methyl-1H-pyrazol-1-yl)pyridine